silicon compound with silicon [Si].[Si]